C(C)C(C(=O)OCCCCCCCCCCCCCCCCCCCCCCCCCCCCCCCCCC)CCCC cetylstearyl 2-ethylhexanoate